CN(C1(CCC2(CN(C(N2CCOC)=O)CC2=CC=C(C=C2)OC)CC1)C1=CC=CC=C1)C CIS-8-Dimethylamino-1-(2-methoxy-ethyl)-3-[(4-methoxyphenyl)-methyl]-8-phenyl-1,3-diazaspiro[4.5]decan-2-one